tert-Butyl N-[(1S)-1-[(2S,4R)-2-[1-[(3-bromophenyl)methyl]imidazol-2-yl]-4-[tert-butyl(dimethyl)silyl]oxy-pyrrolidine-1-carbonyl]-2,2-dimethyl-propyl]carbamate BrC=1C=C(C=CC1)CN1C(=NC=C1)[C@H]1N(C[C@@H](C1)O[Si](C)(C)C(C)(C)C)C(=O)[C@H](C(C)(C)C)NC(OC(C)(C)C)=O